N-allyl-3-[1-[[3,5-bis(trifluoromethyl)benzoyl]amino]ethyl]pyrazine-2-carboxamide C(C=C)NC(=O)C1=NC=CN=C1C(C)NC(C1=CC(=CC(=C1)C(F)(F)F)C(F)(F)F)=O